N-(6-(6-(2-bromo-4-(trifluoromethyl)phenyl)-1-oxo-3,4-dihydroisoquinolin-2(1H)-yl)-3-hydroxypyridin-2-yl)methanesulfonamide BrC1=C(C=CC(=C1)C(F)(F)F)C=1C=C2CCN(C(C2=CC1)=O)C1=CC=C(C(=N1)NS(=O)(=O)C)O